FC=1C=CC=2N(C3=CC=C(C=C3C2C1)F)CC(CN1C(CCC1)=O)O 1-(3-(3,6-difluoro-9H-carbazol-9-yl)-2-hydroxypropyl)pyrrolidin-2-one